CN1CCNCC2C=3C1=NNC3CCN2C(=O)[O-] 10-methyl-3,4,5a,6,7,8,9,10-octahydro-1,2,5,7,10-pentaazacycloocta[cd]indene-5(2H)-carboxylate